1-(5-carboxypentyl)-3,3-dimethylindol C(=O)(O)CCCCCN1CC(C2=CC=CC=C12)(C)C